N-(2-methoxy-4-(1-phenylcyclopentane-1-carboxamido)phenyl)3-fluoro-5-chlorobenzamide COC1=C(C=CC(=C1)NC(=O)C1(CCCC1)C1=CC=CC=C1)NC(C1=CC(=CC(=C1)Cl)F)=O